beta-L-lyxose O[C@@H]1[C@H](O)[C@H](O)[C@@H](O)CO1